3-(1-menthoxy)-1,2-propanediol C1(CCC(CC1)C(C)C)(C)OCC(CO)O